3-iodo-6-methyl-7-(2,3,5-trifluorophenyl)pyrazolo[5,1-b]thiazole-2-carboxylic acid ethyl ester C(C)OC(=O)C1=C(N2C(S1)=C(C(=N2)C)C2=C(C(=CC(=C2)F)F)F)I